N1(CCCCC1)C1CCC2=C(C=CC=C12)OCCCNC1=NC(=NN1C)N N5-(3-((2,3-dihydro-1-(1-piperidinyl)-1H-inden-4-yl)oxy)propyl)-methyl-1H-1,2,4-triazole-3,5-diamine